C1(CCCC1)C(=CCCOC1=C(C=C(C=O)C=C1)OCC)C 4-((4-cyclopentylpent-3-en-1-yl)oxy)-3-ethoxybenzaldehyde